3-(indolin-1-ylsulfonyl)-N-(2-oxo-2,3-dihydro-1H-benzo[d]imidazol-5-yl)benzamide N1(CCC2=CC=CC=C12)S(=O)(=O)C=1C=C(C(=O)NC2=CC3=C(NC(N3)=O)C=C2)C=CC1